C1(=CC=CC=2OC3=C(C21)C=CC=C3)C3=C(C=CC=C3)C3=CC=CC=2C1=CC=CC=C1C1=CC=CC=C1C32 (dibenzofuranyl)(triphenyleneyl)benzene